Pentaerythritol-Tetrakis[3-(3,5-di-tert-butyl-4-hydroxyphenyl) propionate] C(C)(C)(C)C=1C=C(C=C(C1O)C(C)(C)C)CCC(=O)OCC(COC(CCC1=CC(=C(C(=C1)C(C)(C)C)O)C(C)(C)C)=O)(COC(CCC1=CC(=C(C(=C1)C(C)(C)C)O)C(C)(C)C)=O)COC(CCC1=CC(=C(C(=C1)C(C)(C)C)O)C(C)(C)C)=O